2-(2-methylimidazo[1,2-a]pyridin-6-yl)-7-(piperazin-1-yl)-4H-pyrido[1,2-a]pyrimidin-4-one CC=1N=C2N(C=C(C=C2)C=2N=C3N(C(C2)=O)C=C(C=C3)N3CCNCC3)C1